C(C)(C)(C)C1=CC=C(C=C1)N1C(CCC1C1=CC(=C(C=C1)Cl)[N+](=O)[O-])C1=CC(=C(C=C1)Cl)[N+](=O)[O-] 1-(4-tert-Butylphenyl)-2,5-bis(4-chloro-3-nitrophenyl)pyrrolidine